4,4-bis(((Z)-oct-5-en-1-yl)oxy)butanoic acid 4-bromobutyl ester BrCCCCOC(CCC(OCCCC\C=C/CC)OCCCC\C=C/CC)=O